C1(\C=C\C(=O)OCCCCCO1)=O pentylene fumarate